C(C)N(CC)CCC ethyl-n-propylethylamine